4,7-dihydro-5H-spiro[benzo[b]thiophene-6,2'-[1,3]dioxolane]-3-carbonitrile O1C2(OCC1)CCC1=C(SC=C1C#N)C2